rac-2-(4,7-Dichloro-6-(4-((4-hydroxypiperidin-1-yl)methyl)phenyl)-2H-indazol-2-yl)((R)-6-fluoro-6,7-dihydro-5H-pyrrolo[1,2-c]imidazol-1-yl)-N-(thiazol-2-yl)acetamide ClC=1C2=CN(N=C2C(=C(C1)C1=CC=C(C=C1)CN1CCC(CC1)O)Cl)[C@@H](C(=O)NC=1SC=CN1)C1=C2N(C=N1)C[C@@H](C2)F |&1:25|